tert-butyl N-(3-methoxycyclobutyl)-N-[(3S)-pyrrolidin-3-yl]carbamate COC1CC(C1)N(C(OC(C)(C)C)=O)[C@@H]1CNCC1